CN1C=NC(=C1C1=CC=C(NC([C@H]([C@@H]2CCCC3=CC=C(C=C23)C=2C=C3CNCC3=CC2)NC(=O)C=2N(N=CC2)C)=O)C=C1)C N-[(1S)-2-[4-(3,5-dimethylimidazol-4-yl)anilino]-1-[(1R)-7-isoindolin-5-yltetralin-1-yl]-2-oxo-ethyl]-2-methyl-pyrazole-3-carboxamide